[(3R,9aS)-3-(3-chloro-4-fluoro-phenyl)-3,4,6,7,9,9a-hexahydro-1H-pyrazino[2,1-c][1,4]oxazin-8-yl]-[2-chloro-3-(5-methyl-1H-pyrazol-4-yl)phenyl]methanone ClC=1C=C(C=CC1F)[C@@H]1CN2[C@H](CO1)CN(CC2)C(=O)C2=C(C(=CC=C2)C=2C=NNC2C)Cl